NC=1C(=NC=C(N1)N1CCC(CC1)(C)N)SC=1C(=C(C=CC1)NC(=O)C=1C(N(C(C1O)CC1=CC=CC=C1)C)=O)Cl N-(3-((3-amino-5-(4-amino-4-methylpiperidin-1-yl)pyrazin-2-yl)thio)-2-chlorophenyl)-5-benzyl-4-hydroxy-1-methyl-2-oxo-2,5-dihydro-1H-pyrrole-3-carboxamide